(((2S,7S,E)-2,7-diaminooct-4-ene-1,8-diyl) bis(oxy)) bis(4-chloro-3-nitrobenzoate) ClC1=C(C=C(C(=O)OOC[C@H](C\C=C\C[C@@H](COOC(C2=CC(=C(C=C2)Cl)[N+](=O)[O-])=O)N)N)C=C1)[N+](=O)[O-]